((S)-4-[[6-(trifluoromethyl)-7H-pyrrolo[2,3-d]pyrimidin-4-yl]amino]chroman-3-yl)oxy-propan-2-ol FC(C1=CC2=C(N=CN=C2NC2[C@@H](COC3=CC=CC=C23)OCC(C)O)N1)(F)F